argon tert-butyl 2-(4-chloro-2-fluoroanilino)-6,7-dihydropyrazolo[1,5-a]pyrazine-5(4H)-carboxylate ClC1=CC(=C(NC2=NN3C(CN(CC3)C(=O)OC(C)(C)C)=C2)C=C1)F.[Ar]